2-(4-((1-(2,6-bis(benzyloxy)pyridin-3-yl)-3-methyl-2-oxo-2,3-dihydro-1H-benzo[d]imidazol-5-yl)amino)-3-methylphenyl)propanoic acid C(C1=CC=CC=C1)OC1=NC(=CC=C1N1C(N(C2=C1C=CC(=C2)NC2=C(C=C(C=C2)C(C(=O)O)C)C)C)=O)OCC2=CC=CC=C2